C(C)(C)(C)OC(=O)NC1=C(C(=NN1C(C)C)C1=C(C=C(C=C1)CC(=O)O)C)C#N 2-[4-[5-(tert-Butoxycarbonylamino)-4-cyano-1-isopropyl-pyrazol-3-yl]-3-methyl-phenyl]acetic acid